FC1=C(C=CC(=C1)OC1=C2CCC(C2=CC=C1[N+](=O)[O-])O)C1=CC=C(C=C1)F 4-((2,4'-Difluoro-[1,1'-biphenyl]-4-yl)oxy)-5-nitro-2,3-dihydro-1H-inden-1-ol